5-(1-(3-(ethoxymethyl)-3-phenethylpyrrolidin-1-yl)ethyl)pyridine C(C)OCC1(CN(CC1)C(C)C=1C=CC=NC1)CCC1=CC=CC=C1